C(C)(C)(C)OC(C1=CC=C(C=C1)N(C(C(C1=CC=CC=C1)NC(C=CC1=C(C(=CC=C1N1N=CN=N1)Cl)F)=O)=O)C)=O 4-(2-(3-(3-chloro-2-fluoro-6-(2H-tetrazol-2-yl)phenyl)acrylamido)-N-methyl-2-phenylacetamido)benzoic acid tert-butyl ester